piperazine-1-carboxylic acid tert.Butyl ester C(C)(C)(C)OC(=O)N1CCNCC1